1-ethyl-3-(2-ethylhexyl)imidazolium acetate C(C)(=O)[O-].C(C)N1C=[N+](C=C1)CC(CCCC)CC